2,2,2-Trichloroethyl N-[4-({3-oxo-2H,3H,4H-pyrido[3,2-b][1,4]oxazin-8-yl}oxy)-2-(trifluoromethyl)-phenyl]carbamate O=C1NC2=C(OC1)C(=CC=N2)OC2=CC(=C(C=C2)NC(OCC(Cl)(Cl)Cl)=O)C(F)(F)F